C(C)C1=CC=CC=2N(C3=CC=CC=C3CC12)C1=CC=CC=C1 ethyl-10-phenylacridine